6-amino-N-[(4-cyanophenyl)methyl]-8-[(1-cyclopropylsulfonylcyclopropyl)methoxy]-1-methyl-2-oxo-1,5-naphthyridine-3-carboxamide NC=1N=C2C=C(C(N(C2=C(C1)OCC1(CC1)S(=O)(=O)C1CC1)C)=O)C(=O)NCC1=CC=C(C=C1)C#N